CC1=CC=C(C(C(=O)OC)=C1)O Methyl 5-methylsalicylate